N1CC(C1)C1=NC=C(N=C1)N1CC(CC1)C(F)(F)F 2-(Azetidin-3-yl)-5-[3-(trifluoro-methyl)pyrrolidin-1-yl]pyrazine